C(C)(C)(C)OC(NCC1=NN(C2=NC=CC(=C21)C=2C=NN(C2)C2CC2)C2=CC=C(C=C2)OC(F)(F)F)=O ((4-(1-cyclopropyl-1H-pyrazol-4-yl)-1-(4-(trifluoromethoxy)phenyl)-1H-pyrazolo[3,4-b]pyridin-3-yl)methyl)carbamic acid tert-butyl ester